(t-butoxycarbonylamino) 2,4,6-trimethylbenzenesulfonate CC1=C(C(=CC(=C1)C)C)S(=O)(=O)ONC(=O)OC(C)(C)C